OC=1C=C2C(=NC=NC2=CC1O)N1CCN(CC1)CCP(O)(O)=O (2-(4-(6,7-dihydroxyquinazolin-4-yl)piperazin-1-yl)ethyl)phosphonic acid